[N].COC=1C=C(C=C2C(=CN=NC12)N[C@H](C)C=1N=NC(=CC1)C)C1=NC=C(C=N1)C (R)-8-methoxy-N-(1-(6-methylpyridazin-3-yl)ethyl)-6-(5-methylpyrimidin-2-yl)cinnolin-4-amine Nitrogen